1-(3-methoxy-5-nitrophenyl)ethan-1-one O-(2-hydroxyethyl) oxime OCCON=C(C)C1=CC(=CC(=C1)[N+](=O)[O-])OC